n-triacontyl triacontanoate C(CCCCCCCCCCCCCCCCCCCCCCCCCCCCC)(=O)OCCCCCCCCCCCCCCCCCCCCCCCCCCCCCC